7-bromo-2,4-dichloro-6,8-dimethoxyquinazoline BrC1=C(C=C2C(=NC(=NC2=C1OC)Cl)Cl)OC